O=C(CCOCCC)N1CC=2N(CC1)C=1C(=NC(=CN1)C(F)(F)F)N2 1-(3-oxo-3-(3-(trifluoromethyl)-8,9-dihydroimidazo[1,2-a:4,5-b']dipyrazin-7(6H)-yl)propoxy)propan